C(C)(=O)[O-].C(CCC)N1C=[N+](C=C1)C(CC(C)(C)C)(C)C 1-butyl-3-(1,1,3,3-tetramethylbutyl)imidazolium acetate